S1C=NC2=C1C=C(C=C2)\C=C\2/N=C(NC2=O)N[C@@H]2C[C@H](CCCC2)OC |r| (±)-(4Z)-4-(1,3-Benzothiazol-6-ylmethylene)-2-[[trans-3-methoxycycloheptyl]amino]-1H-imidazol-5-one